ClC1=CC=C(OC2=C(C(=C(OCSC3=NOC(C3)(C)C)C(=C2F)F)F)F)C=C1 (((4-(4-chlorophenoxy)-2,3,5,6-tetrafluorophenoxy)methyl)thio)-5,5-dimethyl-4,5-dihydroisoxazole